(R)-8-acetyl-3-(2-(4-(3-chlorophenyl)piperazin-1-yl)ethyl)-2,8-diazaspiro[4.5]decan-1-one C(C)(=O)N1CCC2(C[C@@H](NC2=O)CCN2CCN(CC2)C2=CC(=CC=C2)Cl)CC1